ClC1=CC2=C(N=C(S2)N)C(=C1F)OC 6-chloro-5-fluoro-4-methoxybenzo[d]thiazol-2-amine